NN1C(=NN=C1NN)S 4-amino-5-hydrazino-1,2,4-triazole-3-thiol